FC(C=1C=C(C=NC1)B(O)O)(F)F 5-TRIFLUOROMETHYLPYRIDINE-3-BORONIC ACID